2-(2-hydroxy-4,6-dimethylphenyl)-6-[(oxolan-2-yl)methyl]-2,5-dihydro-4H-pyrazolo[3,4-d]pyrimidin-4-one OC1=C(C(=CC(=C1)C)C)N1N=C2N=C(NC(C2=C1)=O)CC1OCCC1